2-(3,4-dihydro-2H-1,4-benzoxazin-4-yl)ethan-1-ol O1CCN(C2=C1C=CC=C2)CCO